CN1N=C(C=C1)NC(=O)[C@@H]1CC12CCN(CC2)C(=O)OC(C(F)(F)F)C(F)(F)F 1,1,1,3,3,3-hexafluoropropan-2-yl (R)-1-((1-methyl-1H-pyrazol-3-yl)carbamoyl)-6-azaspiro[2.5]octane-6-carboxylate